C(C=C)NC(C1=C(C(=C(C(=C1)CC1=C(C(=NC=C1)NS(=O)(=O)NC)F)F)F)NC1=C(C=C(C=C1)C#C[Si](C)(C)C)F)=O N-allyl-3,4-difluoro-5-((3-fluoro-2-((N-methylaminosulfonyl)amino)pyridin-4-yl)methyl)-2-((2-fluoro-4-((trimethylsilyl)ethynyl)phenyl)amino)benzamide